ClC1=C(C=C2C=C(N=CC2=C1)NC(C(=C)C=1C=NN(C1)C)=O)C1CCN(CC1)[C@@]1(COC[C@@H]1O)C (S)-N-(7-chloro-6-(1-((3R,4R)-4-hydroxy-3-methyltetrahydrofuran-3-yl)piperidin-4-yl)isoquinolin-3-yl)-2-(1-methyl-1H-pyrazol-4-yl)propenamide